hydrogen succinate (disuccinate) C(CCC(=O)O)(=O)O.C(CCC(=O)O)(=O)O.C(CCC(=O)O)(=O)O